(S)-1-[3-(trifluoromethoxy)phenyl]propan-1-amine hydrochloride Cl.FC(OC=1C=C(C=CC1)[C@H](CC)N)(F)F